methylenepropanediol diacetate C(C)(=O)OC(C(C)=C)OC(C)=O